O=C(CC(=O)OCC)C=1C(=NC(=C(C1)Cl)Cl)Cl ethyl 3-oxo-3-(2,5,6-trichloropyridin-3-yl)propanoate